methyl 2-(chloromethyl)-1-(oxetan-3-ylmethyl)-1H-benzo[d]imidazole-6-carboxylate ClCC1=NC2=C(N1CC1COC1)C=C(C=C2)C(=O)OC